NC(C)C1=CC=C(C=C1)N1CC=CC2=CC=NC(=C12)OC N-(4-(1-aminoethyl)phenyl)-8-methoxy-1,7-naphthyridine